BrC1=CC(=C(C=C1)CC(=O)N(C)C)OC 2-(4-bromo-2-methoxyphenyl)-N,N-Dimethylacetamide